ClC1=C(C=CC(=C1)Cl)C(C(CC)O)O 1-(2,4-dichlorophenyl)-3-methyl-1,2-propanediol